Cl.C1(CC1)CN(C=1C=CC(=C(C(=O)O)C1)OCCN1CCOCC1)S(=O)(=O)C 5-(N-(cyclopropylmethyl)methylsulfonylamino)-2-(2-morpholinoethoxy)benzoic acid hydrochloride